C(C)(=O)N1CCC(CC1)N1C(N(C2=C1C=C(C(=C2)F)F)CC2=C(C=C(C=C2)C=2OC(=NN2)C(F)F)F)=O 1-(1-Acetylpiperidin-4-yl)-3-(4-(5-(difluoromethyl)-1,3,4-oxadiazol-2-yl)-2-fluorobenzyl)-5,6-difluoro-1,3-dihydro-2H-benzo[d]imidazol-2-one